NN1CCCCC1 AMINOPIPERIDIN